C(C)(C)(C)OC(=O)N1[C@@H]2CN([C@H](C1)C2)C2=C(C=CC(=C2)Br)NC(=O)C2=NC(=NC=C2)C2=C(C=CC=C2OC)F (1S,4S)-5-(5-bromo-2-(2-(2-fluoro-6-methoxyphenyl)pyrimidine-4-carboxamido)phenyl)-2,5-diazabicyclo[2.2.1]heptane-2-carboxylic acid tert-butyl ester